1-phenyl-5-methyl-4-hexen-1-one C1(=CC=CC=C1)C(CCC=C(C)C)=O